2-Pentafluoroethyl-2,3-bis-trifluoromethyl-oxirane FC(C(F)(F)F)(C1(OC1C(F)(F)F)C(F)(F)F)F